difluorobutene CCC=C(F)F